C(C)OC=1C=C(C(=NC1)N1C(N(C=2C=NC=3C=C(C(=CC3C21)C=2C=NN(C2)C)OC)C)=O)F 1-(5-Ethoxy-3-fluoropyridin-2-yl)-7-methoxy-3-methyl-8-(1-methyl-1H-pyrazol-4-yl)-1,3-dihydroimidazo[4,5-c]-quinolin-2-one